C(=O)O.COC=1C=C(C=CC1C=1C=NC=CC1)NC1=NC=C(C(=N1)NC=1C=CC2=C(NC(O2)=O)C1)C 5-(2-(3-methoxy-4-(pyridin-3-yl)phenylamino)-5-methylpyrimidin-4-ylamino)benzo[d]oxazol-2(3H)-one formate salt